[Cl-].[Cl-].C(C(C)C)O[Ti+2]OCC(C)C diisobutoxytitanium dichloride